ClC1=C(C(Cl)Cl)C=CC(=C1)Cl 2,4-dichlorochlorobenzyl chloride